4-(4-bromo-2-oxo-3H-benzimidazol-1-yl)piperidine-1-carboxylic acid tert-butyl ester C(C)(C)(C)OC(=O)N1CCC(CC1)N1C(NC2=C1C=CC=C2Br)=O